FC1=C2C(=CNC2=CC=C1)C(C(=O)NC1=CC=CC=C1)=C (4-fluoro-1H-indol-3-yl)-N-phenylacrylamide